tert-butyl 2-(6-(2-chloro-5-fluorophenoxy)-5-nitropyridin-2-yl)hydrazine-1-carboxylate ClC1=C(OC2=C(C=CC(=N2)NNC(=O)OC(C)(C)C)[N+](=O)[O-])C=C(C=C1)F